(S)-4-(benzo[d]thiazol-7-ylsulfonyl)-1-(4-(5-fluoro-3-methylpyridin-2-yl)-2-methylpiperazin-1-yl)butan-1-one S1C=NC2=C1C(=CC=C2)S(=O)(=O)CCCC(=O)N2[C@H](CN(CC2)C2=NC=C(C=C2C)F)C